2-(2-(4,4-difluoropiperidin-1-yl)pyrimidin-5-yl)-9-phenyl-8,9-dihydro-6H-pyrido-[3',2':4,5]imidazo[2,1-c][1,4]oxazine FC1(CCN(CC1)C1=NC=C(C=N1)C=1C=CC=2N=C3COCC(N3C2N1)C1=CC=CC=C1)F